3-ethyl-N-[[(1R,3S)-3-[[5-(6-oxopyridazin-1-yl)-2-pyridyl]amino]cyclopentyl]methyl]isoxazole-5-carboxamide C(C)C1=NOC(=C1)C(=O)NC[C@H]1C[C@H](CC1)NC1=NC=C(C=C1)N1N=CC=CC1=O